di-tert-butyl ((methylazanediyl)bis(ethane-2,1-diyl))dicarbamate CN(CCNC(OC(C)(C)C)=O)CCNC(OC(C)(C)C)=O